(E)-8-chloro-N-(2-methoxy-5-(4-(4-(4-oxopent-2-enoyl)pyridin-1-yl)quinazolin-6-yl)pyridin-3-yl)naphthalene-1-sulfonamide ClC=1C=CC=C2C=CC=C(C12)S(=O)(=O)NC=1C(=NC=C(C1)C=1C=C2C(=NC=NC2=CC1)N1CC=C(C=C1)C(\C=C\C(C)=O)=O)OC